tert-butyl (2R,3S,4S)-3-[(2-{[2-(benzylamino)-3,4-dioxocyclobut-1-en-1-yl]amino}acetyl)oxy]-4-[(tert-butoxycarbonyl)oxy]-2-[(4-methoxy phenyl)methyl]pyrrolidine-1-carboxylate C(C1=CC=CC=C1)NC1=C(C(C1=O)=O)NCC(=O)O[C@H]1[C@H](N(C[C@@H]1OC(=O)OC(C)(C)C)C(=O)OC(C)(C)C)CC1=CC=C(C=C1)OC